C[C@@H]1NC(CC=2C3=CC=CC=C3NC12)C(=O)O (S)-1-methyl-1,2,3,4-tetrahydro-β-carboline-3-carboxylic acid